5-iodo-2-(N-methylmethylsulfonamido)-N-(4-((4-(3-(trifluoromethyl)phenyl)piperazin-1-yl)sulfonyl)phenyl)benzamide IC=1C=CC(=C(C(=O)NC2=CC=C(C=C2)S(=O)(=O)N2CCN(CC2)C2=CC(=CC=C2)C(F)(F)F)C1)N(S(=O)(=O)C)C